1-(4-(4-bromothiophen-2-yl)phenyl)pyrrolidine BrC=1C=C(SC1)C1=CC=C(C=C1)N1CCCC1